trans-4-(trans-4'-methylcyclohexyl)cyclohexylcarboxylic acid C[C@@H]1CC[C@H](CC1)[C@@H]1CC[C@H](CC1)C(=O)O